1-methyl-6,7-dihydro-4H-2-benzothiophen-5-one oxime CC=1SC=C2C1CCC(C2)=NO